N1(CCCCC1)CCC#CC1=CC=C(C=N1)B(O)O (6-(4-(piperidin-1-yl)but-1-yn-1-yl)Pyridin-3-yl)boronic acid